(Z)-2-(6-methoxy-2,3-dihydro-1H-indene-1-ylidene)acetonitrile COC1=CC=C2CC/C(/C2=C1)=C/C#N